OP(O)OP(O)O.C(C)(C)(C)C1=C(C(=CC(=C1)C)C(C)(C)C)C(O)(C(CO)(CO)CO)C 2,6-di-tert-butyl-4-methylphenyl-methyl-pentaerythritol diphosphite